CC=1C=C(C=CC1OCC=C)C1=CC(=C(C=C1)OCC=C)C 3,3'-dimethyl-4,4'-bis(2-propene-1-yloxy)-1,1'-biphenyl